CC=1C(NC(N([C@H]2C[C@H](O)[C@@H](CO)O2)C1)=O)=O 5-methyl-deoxyuridine